ClC=1C(=C(C=CC1)NC1=NC=NC2=CC(=C(C=C12)N)C#CC1(CN(CC1)C)C)F N4-(3-chloro-2-fluoro-phenyl)-7-[2-(1,3-dimethylpyrrolidin-3-yl)ethynyl]quinazoline-4,6-diamine